tert-butyl 3-amino-2-(4-fluoro-3,5-dimethylphenyl)-4-methyl-6,7-dihydropyrazolo[1,5-a]pyrazine-5(4H)-carboxylate NC=1C(=NN2C1C(N(CC2)C(=O)OC(C)(C)C)C)C2=CC(=C(C(=C2)C)F)C